6-chloro-3-(((R)-1-(2-cyano-3-((R)-3-methoxypyrrolidin-1-yl)-7-methylquinoxalin-5-yl)ethyl)amino)picolinic acid ClC1=CC=C(C(=N1)C(=O)O)N[C@H](C)C1=C2N=C(C(=NC2=CC(=C1)C)C#N)N1C[C@@H](CC1)OC